2',5'-dichloro-4-hydroxy-6-methyl-2H-[1,4'-bipyridin]-2-one ClC1=NC=C(C(=C1)N1C(C=C(C=C1C)O)=O)Cl